(E)-Ethyl 5-((tert-butyldimethylsilyl)oxy)pent-2-enoate [Si](C)(C)(C(C)(C)C)OCC/C=C/C(=O)OCC